OCCN1C(=O)N(C(=O)C1(C)C)CCO 1,3-bis(2-hydroxyethyl)-5,5-dimethylhydantoin